2-[[4-(3-pyridyl)piperazin-1-yl]methyl]-1H-indole N1=CC(=CC=C1)N1CCN(CC1)CC=1NC2=CC=CC=C2C1